4-hydroxy-6-(methyl-(propyl)amino)pyridazin-3(2H)-one OC=1C(NN=C(C1)N(CCC)C)=O